CC=1OC(=CN1)C1=CC=2C=NC(=CC2N1)NC(=O)C1CC1 N-(2-(2-methyloxazol-5-yl)-1H-pyrrolo[3,2-c]pyridin-6-yl)cyclopropanecarboxamide